(5R,8S)-N-(2,4-dichloro-6-(difluoromethyl)benzyl)-5-fluoro-8-hydroxy-5,6,7,8-tetrahydroquinoline-5-carboxamide ClC1=C(CNC(=O)[C@@]2(C=3C=CC=NC3[C@H](CC2)O)F)C(=CC(=C1)Cl)C(F)F